The molecule is a CDP-diacylglycerol in which the acyl groups at positions 1 and 2 are specified as tetradecanoyl. It has a role as a Mycoplasma genitalium metabolite. It derives from a tetradecanoic acid. CCCCCCCCCCCCCC(=O)OC[C@H](COP(=O)(O)OP(=O)(O)OC[C@@H]1[C@H]([C@H]([C@@H](O1)N2C=CC(=NC2=O)N)O)O)OC(=O)CCCCCCCCCCCCC